C(C(=O)O)(=O)O.C[C@H]1N(C[C@@H](NC1)CN1[C@@H](COCC1)C)C(=O)OC(C)(C)C (2R,5S)-tert-butyl 2-methyl-5-{[(R)-3-methylmorpholino]methyl}piperazine-1-carboxylate oxalate